ClC1=C(C=C(C(=O)N2CCN(CC2)C2CCN(CC2)C(=O)OC(C)(C)C)C=C1)N1C(NC(CC1)=O)=O Tert-butyl 4-{4-[4-chloro-3-(2,4-dioxo-1,3-diazinan-1-yl)benzoyl]piperazin-1-yl}piperidine-1-carboxylate